O=C1N=C2C(=N1)C=CC=C2 oxo-1,3-benzodiazol